Decafluoroheptanediol FC(C(C(C(C(C(O)(O)F)(F)F)(F)F)(F)F)(F)F)C